2-(1H-pyrrolo[3,2-c]pyridin-3-yl)morpholine N1C=C(C=2C=NC=CC21)C2CNCCO2